[Si](C1=CC=CC=C1)(C1=CC=CC=C1)(C(C)(C)C)OCCOCC(=O)NC1=CC=C(C=C1)NC1=NC=C(C(=N1)NCC1=CC(=CC=C1)S(=O)(=O)C)C(F)(F)F 2-(2-((Tert-butyldiphenylsilyl)oxy)ethoxy)-N-(4-((4-((3-(methylsulfonyl)benzyl)amino)-5-(trifluoromethyl)pyrimidin-2-yl)amino)phenyl)acetamide